N-(2,2-difluorocyclopropyl)-2-methylbenzamide FC1(C(C1)NC(C1=C(C=CC=C1)C)=O)F